N-(3-fluoro-4-chlorophenyl)-7-(6-fluoroquinoline-4-yl)spiro[3.5]nonane-2-carboxamide FC=1C=C(C=CC1Cl)NC(=O)C1CC2(C1)CCC(CC2)C2=CC=NC1=CC=C(C=C21)F